2-(4-tert-butylanilino)-2-(5-fluoro-3-pyridyl)acetic acid C(C)(C)(C)C1=CC=C(NC(C(=O)O)C=2C=NC=C(C2)F)C=C1